4-[[3-(3-fluoro-4-methoxyphenyl)imidazo[1,2-a]pyrazin-8-yl]amino]-2-methyl-N-(piperidin-4-ylmethyl)benzamide FC=1C=C(C=CC1OC)C1=CN=C2N1C=CN=C2NC2=CC(=C(C(=O)NCC1CCNCC1)C=C2)C